COC=1N=C2C(=CC=NC2=CC1OC)OC1=C(C=C(C=C1)NC(=O)C1=C(N=NC(=C1OC)C1=C(C=C(C=C1)F)C)C)F N-[4-[(6,7-dimethoxy-1,5-naphthyridin-4-yl)oxy]-3-fluorophenyl]-6-(4-fluoro-2-methylphenyl)-5-methoxy-3-methylpyridazine-4-carboxamide